3-chloro-6-[5-(4-fluoro-3-methoxy-phenyl)-1-methyl-pyrazol-4-yl]imidazo[1,2-a]pyridine ClC1=CN=C2N1C=C(C=C2)C=2C=NN(C2C2=CC(=C(C=C2)F)OC)C